1,2-dilauryl-glycerol Methyl-4-bromo-2-((2-(((tert-butoxycarbonyl)(2-(6-methoxy-3-nitropyridin-2-yl)ethyl)amino)methyl)-4-fluorophenyl)amino)-5-fluorobenzoate CC=1C(=C(C(=O)OCC(COCCCCCCCCCCCC)OCCCCCCCCCCCC)C=C(C1Br)F)NC1=C(C=C(C=C1)F)CN(CCC1=NC(=CC=C1[N+](=O)[O-])OC)C(=O)OC(C)(C)C